4,4'-oxodibenzoyl chloride O(C1=CC=C(C(=O)Cl)C=C1)C1=CC=C(C(=O)Cl)C=C1